CC=1C(=CC(=CC1)N=C=O)N=C=O tolylene isocyanate